ClC=1C=C(C=CC1)C=1C=C(C(=NC1)C(=O)NCC(C(=O)O)(C)C)O 3-(5-(3-chlorophenyl)-3-hydroxypicolinamido)-2,2-dimethylpropionic acid